ClC=1C=C(CO[C@@H]2C[C@H](C2)C(=O)NCC2=C(C(=C(C=C2)C(F)(F)F)C=2NC(C=C(N2)C)=O)F)C=CC1F trans-3-[(3-chloro-4-fluorobenzyl)oxy]-N-[2-fluoro-3-(4-methyl-6-oxo-1,6-dihydropyrimidin-2-yl)-4-(trifluoromethyl)benzyl]cyclobutane-1-carboxamide